(S)-methyl 2-(2-(3-(5-(((S)-1-cyclopropylethyl) carbamoyl)-4H-1,2,4-triazol-3-yl) phenyl) oxazole-5-carboxamido)-3,3-dimethylbutyrate C1(CC1)[C@H](C)NC(=O)C=1NC(=NN1)C=1C=C(C=CC1)C=1OC(=CN1)C(=O)N[C@H](C(=O)OC)C(C)(C)C